C(C)(=O)O[C@@H]1COCC[C@H]1NC1=NN2C(C=N1)=C(C=C2C2=NC=C(C=C2)C2(CC2)C(F)F)F (3S,4R)-4-[(7-{5-[1-(difluoromethyl)cyclopropyl]pyridin-2-yl}-5-fluoropyrrolo[2,1-f][1,2,4]triazin-2-yl)amino]oxan-3-yl acetate